[Cl-].C(CCC)[N+]1=CC(=CC=C1)C 1-butyl-3-methylpyridinium chloride